(4-aminobutanoylamino)-N1,N3-bis(3-aminopropyl)benzene-1,3-dicarboxamide NCCCC(=O)NC1=C(C=CC=C1C(=O)NCCCN)C(=O)NCCCN